C(CCCCCCCCCCCCCCC)(=O)OC(C)C isopropyl palmitoate